2-[2-[2-[2-[2-[2-[2-[tert-butoxycarbonyl(methyl)amino] ethoxy]ethoxy]ethoxy]ethoxy]ethoxy]ethoxy]ethyl 4-methylbenzenesulfonate CC1=CC=C(C=C1)S(=O)(=O)OCCOCCOCCOCCOCCOCCOCCN(C)C(=O)OC(C)(C)C